BrC1=C(C=C(C(=O)Cl)C=C1)Cl 4-bromo-3-chlorobenzoyl chloride